C(C)(C)(C)OC(NC1=CC=NC=C1)=O tert-Butylpyridin-4-ylcarbamate